N-(4-((3-chloro-2-fluorophenyl)amino)-5-(3-cyanophenyl)quinazolin-6-yl)-3-(1-methylpyrrolidin-2-yl)acrylamide ClC=1C(=C(C=CC1)NC1=NC=NC2=CC=C(C(=C12)C1=CC(=CC=C1)C#N)NC(C=CC1N(CCC1)C)=O)F